ethyl 2-(3-bromo-2-((tert-butyldimethylsilyl) oxy)-5-chlorophenyl)-3-oxobutanoate BrC=1C(=C(C=C(C1)Cl)C(C(=O)OCC)C(C)=O)O[Si](C)(C)C(C)(C)C